2-methyl-2-(4-vinyl-phenyl)propionic acid CC(C(=O)O)(C)C1=CC=C(C=C1)C=C